(2R,3R,4R,5R)-4-[[3-(3,4-difluoro-2-methoxy-phenyl)-4-ethyl-5-methyl-5-(trifluoromethyl)tetrahydrofuran-2-carbonyl]amino]pyridine-2-carboxamide FC=1C(=C(C=CC1F)[C@@H]1[C@@H](O[C@]([C@@H]1CC)(C(F)(F)F)C)C(=O)NC1=CC(=NC=C1)C(=O)N)OC